5-(thiophen-3-yl)pyridin S1C=C(C=C1)C=1C=CC=NC1